BrC=1C=C(SC1)[S@](=O)OCC Ethyl (R)-4-bromothiophene-2-sulfinate